ClC1(C(C1)(C(=O)O)C)Cl 2,2-Dichloro-1-methyl-cyclopropanecarboxylic acid